C(C)S(=O)(=O)N[C@@H]1[C@@H](N(CC1)C(=O)Cl)CC=1C=C(C=CC1)C1=CC(=CC=C1)F (2S,3S)-3-((ethylsulfonyl)amino)-2-((3'-fluoro[biphenyl]-3-yl)methyl)pyrrolidine-1-carbonyl chloride